bis(1,2,4-triazol-1-yl)methanethione N1(N=CN=C1)C(=S)N1N=CN=C1